CC1=C(C(=O)NCC2=CC=NC=C2)C=CC=C1 methyl-N-(4-picolyl)benzamide